ethyl 2-(3-(5-(tert-butoxycarbonyl)-3,3-dimethylpentyloxy)phenyl)acetate C(C)(C)(C)OC(=O)CCC(CCOC=1C=C(C=CC1)CC(=O)OCC)(C)C